3-iodomethyl-piperidine-1-carboxylic acid tert-butyl ester C(C)(C)(C)OC(=O)N1CC(CCC1)CI